C(C)OC=1C=C(C=C(C1)OCC)C(C)N(C(=O)NC1(CCCC1)C(=O)OC)CCCCC1=CC=CC=C1 Methyl 1-({[1-(3,5-Diethoxyphenyl)Ethyl](4-Phenylbutyl) Carbamoyl}Amino)Cyclopentane-1-Carboxylate